CC1=C(OC2=C(C=C(C=C2C1=O)C)[C@@H](C)NC1=C(C(=O)NC)C=CC=C1)C=1C=NC(=CC1)C=1C=NN(C1)C 2-[[(1R)-1-[3,6-dimethyl-2-[6-(1-methylpyrazol-4-yl)-3-pyridyl]-4-oxo-chromen-8-yl]ethyl]amino]-N-methyl-benzamide